5-Formyl-1-methyl-1H-pyrazole-4-carboxylic acid ethyl ester C(C)OC(=O)C=1C=NN(C1C=O)C